ADAMANTANE-1,3-diamine C12(CC3(CC(CC(C1)C3)C2)N)N